C(C1=CC=CC=C1)N(C=1C(=CC2=C(N=C(N=C2)C)N1)C(=O)N(C)C)C 7-(benzyl-(methyl)amino)-N,N,2-trimethylpyrido[2,3-d]pyrimidine-6-carboxamide